FC(C(=O)N1CC2=CC=C(C=C2C1)F)(SC1=NC=CC=C1)F 2,2-difluoro-1-(5-fluoro-1,3-dihydro-2H-isoindol-2-yl)-2-(pyridin-2-ylsulfanyl)ethanone